BrC=1C(=C(C(=NC1)OC)F)C 5-Bromo-3-fluoro-2-methoxy-4-methyl-pyridine